(trans-4-(methylamino)cyclohexyl)methanol CN[C@@H]1CC[C@H](CC1)CO